O[C@@H]1CC(CC[C@H]1C)NC1=NC(=NC=C1C#N)NC1(CC1)C 4-((3R,4R)-3-hydroxy-4-methylcyclohexylamino)-2-(1-methylcyclopropyl-amino)pyrimidine-5-carbonitrile